Tert-butyl 2-((2-chloro-3'-(7-cyano-5-(hydroxymethyl) benzo[d]oxazol-2-yl)-2'-methyl-[1,1'-biphenyl]-3-yl) carbamoyl)-1-methyl-6,7-dihydro-1H-imidazo[4,5-c]pyridine-5(4H)-carboxylate ClC1=C(C=CC=C1NC(=O)C=1N(C2=C(CN(CC2)C(=O)OC(C)(C)C)N1)C)C1=C(C(=CC=C1)C=1OC2=C(N1)C=C(C=C2C#N)CO)C